C(#N)C1=C(C(=CC=C1)C(F)(F)F)C1=C(C=C2C(=CN(C2=C1)CC(C)(C)C)[C@@H](C(F)F)NS(=O)(=O)C1CCC1)F N-((1S)-1-(6-(2-cyano-6-(trifluoromethyl)phenyl)-5-fluoro-1-neopentyl-1H-indol-3-yl)-2,2-difluoroethyl)cyclobutanesulfonamide